ClC=1C=CC(=C(C1)C(C(=O)NC1CN(C1)C1=CC(=C(C(=C1)F)C1C(NC(CC1)=O)=O)F)(C)C)F 2-(5-chloro-2-fluorophenyl)-N-(1-(4-(2,6-dioxopiperidin-3-yl)-3,5-difluorophenyl)azetidin-3-yl)-2-methylpropanamide